C1(=C(C=CC=C1)CCCC(=O)O)CCCC(=O)O 4,4'-(1,2-phenylene)dibutanoic acid